3-n-butylaminobutane-2-sulfonic acid C(CCC)NC(C(C)S(=O)(=O)O)C